ClC=1C(=C(C=2CCCC2C1)C(=O)OC)O Methyl 6-chloro-5-hydroxy-2,3-dihydro-1H-indene-4-carboxylate